C(CCCCCCCCCCC)N1CN(C=C1)CC 1-(1-dodecyl)-3-ethylimidazole